NC1C(N(C=2N(CC1)N=CC2C)C)=O 6-amino-3,4-dimethyl-7,8-dihydro-4H-pyrazolo[1,5-a][1,3]diazepin-5(6H)-one